CN(CCCOC=1C=C(C=CC1OC)NC1=NC=C(C(=N1)N1C=C(C=C1)C(=O)NC(CO)C1=CC(=CC=C1)Cl)C)C 1-(2-((3-(3-(dimethylamino)propoxy)-4-methoxyphenyl)amino)-5-methylpyrimidin-4-yl)-N-(1-(3-chlorophenyl)-2-hydroxyethyl)-1H-pyrrole-3-carboxamide